ClC=1C=C(C=C(C1F)F)NC(OC(C)(C)C)=O tert-butyl (3-chloro-4,5-difluorophenyl)carbamate